FC1=C(C(=C(C=C1C1=NN(C2=NC(=NC=C21)N2C(CN(CC2)S(=O)(=O)C)CC(C)C)C)C(F)(F)F)F)O 2,6-Difluoro-3-(6-(2-isobutyl-4-(methylsulfonyl)piperazin-1-yl)-1-methyl-1H-pyrazolo[3,4-d]pyrimidin-3-yl)-5-(trifluoromethyl)phenol